(R)-4-(3-((cyclopropylmethyl)amino)piperidin-1-yl)-1-((4-(5-(dimethylamino)pyridin-3-yl)-1H-1,2,3-triazol-1-yl)methyl)-6-methylpyridin-2(1H)-one C1(CC1)CN[C@H]1CN(CCC1)C1=CC(N(C(=C1)C)CN1N=NC(=C1)C=1C=NC=C(C1)N(C)C)=O